P([O-])([O-])=O.[Al+3].P([O-])([O-])=O.P([O-])([O-])=O.[Al+3] aluminium phosphonate salt